C(#N)\C(\C(=O)OCC)=N/O ethyl (2E)-2-cyano-2-hydroxyimino-acetate